(3R,4S)-3-cyclopropyl-1-(6-(4-(difluoromethyl)-1H-pyrazol-1-yl)pyrrolo[1,2-b]pyridazin-4-yl)-4-methyl-2-oxopyrrolidine-3-carbonitrile C1(CC1)[C@]1(C(N(C[C@H]1C)C=1C=2N(N=CC1)C=C(C2)N2N=CC(=C2)C(F)F)=O)C#N